CN1CSC=C1 N-methyl-1,3-thiazol